BrC1=CC=C(C(=O)C2(CN(C2)C(=O)OC(C)(C)C)C)C=C1 tert-Butyl 3-(4-bromobenzoyl)-3-methylazetidine-1-carboxylate